C(C)OC(CC=1C(=NN(C1C)COCC[Si](C)(C)C)C)=O 2-(3,5-dimethyl-1-((2-(trimethylsilyl)ethoxy)methyl)-1H-pyrazol-4-yl)acetic acid ethyl ester